ClC1=C(C=C(C(=C1)N(C=1C=C(C=CC1)C)C)C)N=CN(C)CC N'-(2-chloro-5-methyl-4-(methyl(m-tolyl)amino)phenyl)-N-ethyl-N-methylformimidamide